FC=1C=C(C=CC1)COC=1SC=2C(N(CCC2N1)C1=CC(=CC=C1)C(F)(F)F)=O 2-[(3-fluorophenyl)methoxy]-6,7-dihydro-5-[3-(trifluoromethyl)phenyl]-thiazolo[5,4-c]pyridin-4(5H)-one